3-(2,4-dimethylbenzenesulfonyl)-8-{4-methyl-1-oxa-4,9-diazaspiro[5.5]undecan-9-yl}-1H,5H-[1,2,3]triazolo[1,5-a]quinazolin-5-one CC1=C(C=CC(=C1)C)S(=O)(=O)C1=NNN2C1=NC(C1=CC=C(C=C21)N2CCC1(CN(CCO1)C)CC2)=O